methyl 2-((4-(7-(((2s,5r)-5-((N,N-dimethylsulfamoyl) amino) tetrahydro-2H-pyran-2-yl) methyl)-2,7-diazaspiro[3.5]non-2-yl) pyrimidin-5-yl) oxy)-5-fluorobenzoate CN(S(=O)(=O)N[C@@H]1CC[C@H](OC1)CN1CCC2(CN(C2)C2=NC=NC=C2OC2=C(C(=O)OC)C=C(C=C2)F)CC1)C